FC(C(F)(F)F)(C(C(C(C(F)(F)F)(F)F)(F)F)(F)F)I perfluorobutyl-ethyl iodide